(R)-3-cyanomethyl-5-methyl-caproic acid C(#N)C[C@H](CC(=O)O)CC(C)C